C=12C=3C=CC=C(CC(CCCCCCC(C=CC1)=C2)C(=O)O)C3 tricyclo[13.3.1.12,6]eicosa-1(18),2(20),3,5,15(19),16-hexaene-8-carboxylic acid